O=C1NC(CCC1C1=C(CNC(=O)C2=CC3=C(O2)C(C2=CC=CC=C2C3=O)=O)C=CC=C1)=O N-(2-(2,6-dioxopiperidin-3-yl)benzyl)-4,9-dioxo-4,9-dihydronaphtho[2,3-b]furan-2-carboxamide